1-(3-chloropyridin-2-yl)-N-(4-cyano-2-methyl-6-(methylcarbamoyl)phenyl)-3-((5-(trifluoromethyl)-1H-tetrazol-1-yl)methyl)-1H-pyrazole-5-carboxamide ClC=1C(=NC=CC1)N1N=C(C=C1C(=O)NC1=C(C=C(C=C1C(NC)=O)C#N)C)CN1N=NN=C1C(F)(F)F